1-(2-(1-benzyl-5-methyl-1H-pyrazol-4-yl)-2-oxoethyl)-2-oxo-5-vinyl-1,2-dihydropyridine-4-carbonitrile C(C1=CC=CC=C1)N1N=CC(=C1C)C(CN1C(C=C(C(=C1)C=C)C#N)=O)=O